C(C)N[C@@H](CS)C(=O)N ethyl-cysteine amide